N-(5-(difluoromethoxy)pyridin-3-yl)-N-((5-(5-(difluoromethyl)-1,3,4-oxadiazol-2-yl)thiazol-2-yl)methyl)ethanesulfonamide FC(OC=1C=C(C=NC1)N(S(=O)(=O)CC)CC=1SC(=CN1)C=1OC(=NN1)C(F)F)F